C(\C(\C)=C/C(=O)[O-])(=O)[O-].C(C1=CC=CC=C1)C=1C(=C(C=CC1)[NH+](C)C)CC1=CC=CC=C1.C(C1=CC=CC=C1)C=1C(=C(C=CC1)[NH+](C)C)CC1=CC=CC=C1 dibenzyldimethylphenylammonium citraconate